[Na].OC[C@@H](O)COP(=O)(O)OCCN sn-glycero-3-phosphoethanolamin, sodium salt